indolo[3,2,1-de][1,5]naphthyridin C1=CN=C2C=CCN3C2=C1C=1C=CC=CC13